C(C1=CC=CC=C1)OC=1C=CC2=C(C1)C1(COC1)OC1=CC(=CC=C21)Cl 8-(benzyloxy)-3-chlorospiro[benzo[c]chromene-6,3-oxetane]